ClC=1C=C2C(=NC1OC)C(=C(N2C)C2=NC(=NN2)CNC)N2C=NC=C2 1-(5-(6-chloro-3-(1H-imidazol-1-yl)-5-methoxy-1-methyl-1H-pyrrolo[3,2-b]pyridin-2-yl)-1H-1,2,4-triazol-3-yl)-N,N-dimethylamine